CNS(=O)(=O)C1=CC=C(C=C1)NC1=NC=C(C(=N1)N1N=CC(=C1)[C@@H]1NCCC1)C(F)(F)F (R)-N-methyl-4-((4-(4-(pyrrolidin-2-yl)-1H-pyrazol-1-yl)-5-(trifluoromethyl)pyrimidin-2-yl)amino)benzenesulfonamide